COCCOCOC1=CC=C2C(C=COC2=C1)=O 7-((2-methoxyethoxy)methoxy)-4H-chromen-4-one